1-((1S,4s)-4-(((2S,4s)-2-(Benzyloxy)-6,8-dioxo-7-((2-(trimethylsilyl)ethoxy)methyl)-5,7-diazaspiro[3.4]octan-5-yl)methyl)cyclohexyl)-3-butylpyrimidine-2,4,6(1H,3H,5H)-trione C(C1=CC=CC=C1)OC1CC2(C1)N(C(N(C2=O)COCC[Si](C)(C)C)=O)CC2CCC(CC2)N2C(N(C(CC2=O)=O)CCCC)=O